BrCCCCCS(=O)(=O)NC1=CC=C(C[C@H](N)C(=O)O)C=C1 p-((5-bromopentyl)sulfonamido)-L-phenylalanine